C(CC#N)#N malonnitrile